2-piperidineethanol N1C(CCCC1)CCO